4-((((9H-fluoren-9-yl)methoxy)carbonyl)amino)butanoic acid C1=CC=CC=2C3=CC=CC=C3C(C12)COC(=O)NCCCC(=O)O